OC1=CC=C(CN(C(=O)NCC2=CC=C(C=C2)OCC(C)C)C2CCN(CC2)C)C=C1 1-(4-hydroxybenzyl)-3-(4-isobutoxybenzyl)-1-(1-methylpiperidin-4-yl)urea